2-[6-(trifluoromethyl)imidazo[1,2-a]pyridin-3-yl]pyrimidine FC(C=1C=CC=2N(C1)C(=CN2)C2=NC=CC=N2)(F)F